((4-(azidomethyl)piperidin-1-yl)sulfonyl)-4-benzylpiperazine N(=[N+]=[N-])CC1CCN(CC1)S(=O)(=O)N1CCN(CC1)CC1=CC=CC=C1